FC1=C(C=C(C=C1)NC1=NC=CC(=N1)N1C=C(C2=CC=CC=C12)C(=O)N)[N+](=O)[O-] 1-[2-(4-fluoro-3-nitro-phenylamino)-pyrimidin-4-yl]-1H-indole-3-carboxamide